3-(Diethoxy-phosphoryloxy)-1,2,3-benzotriazin-4(3H)-one C(C)OP(=O)(ON1N=NC2=C(C1=O)C=CC=C2)OCC